ClC1=CC=C(C=C1)C1=CC2=C(N=CN(C2=O)[C@H](CO)C)C(=N1)C1=CN(C(C=C1)=O)C (S)-6-(4-chlorophenyl)-3-(1-hydroxypropan-2-yl)-8-(1-methyl-6-oxo-1,6-dihydropyridin-3-yl)pyrido[3,4-d]pyrimidin-4(3H)-one